N[C@H]1CS(C2=C(N(C1=O)CC1=CC=C(C=C1)Cl)C=C(C=C2)C=2OC(=NN2)NC2CC(C2)(F)F)(=O)=O (3R)-3-amino-5-[(4-chlorophenyl)methyl]-7-[5-[(3,3-difluorocyclobutyl)amino]-1,3,4-oxadiazol-2-yl]-1,1-dioxo-2,3-dihydro-1λ6,5-benzothiazepin-4-one